2-(4-chloro-3-fluorophenoxy)-N-(3-{6-[3-(trifluoromethoxy)azetidine-1-carbonyl]pyridin-3-yl}bicyclo[1.1.1]pentan-1-yl)acetamide ClC1=C(C=C(OCC(=O)NC23CC(C2)(C3)C=3C=NC(=CC3)C(=O)N3CC(C3)OC(F)(F)F)C=C1)F